C(C)(C)(C)OC(=O)NCCCOC1=CC=C(C=C1)C(C(=O)OC)C1=CC=CC=C1 methyl 2-(4-(3-((tert-butoxycarbonyl)amino)propoxy)phenyl)-2-phenylacetate